ClC1=CC=C(CN2N=C3C4=C(CCC3=C2)OC(=C4C)C(=O)NC4=C(C=CC=C4C)CC)C=C1 2-(4-chlorobenzyl)-N-(2-ethyl-6-methylphenyl)-8-methyl-4,5-dihydro-2H-furo[2,3-g]indazole-7-carboxamide